3-(5-{[(5-Chlorothiophen-2-yl)methyl]amino}-4-cyano-1-(4-methylfuran-3-carbonyl)-1H-pyrazol-3-yl)-N,N-dimethyl-4-(trifluoromethyl)piperidin-1-sulfonamid ClC1=CC=C(S1)CNC1=C(C(=NN1C(=O)C1=COC=C1C)C1CN(CCC1C(F)(F)F)S(=O)(=O)N(C)C)C#N